ClC=1C=C(C=CC1)C=1N=C(SC1)N(/N=C/C1=C(C=CC=C1)C(=O)O)C (E)-4-(3-chlorophenyl)-2-[1-methyl-2-(2-carboxybenzylidene)hydrazino]thiazole